N,N-Dibutylmorpholinium C(CCC)[N+]1(CCOCC1)CCCC